ethyl 5-(3-((heptylcarbamoyl)oxy)phenyl)nicotinate C(CCCCCC)NC(=O)OC=1C=C(C=CC1)C=1C=NC=C(C(=O)OCC)C1